1-(2-hydroxy-3-sulfopropyl)pyridinium OC(C[N+]1=CC=CC=C1)CS(=O)(=O)O